3-((4-phenoxybenzyl)oxy)-2,3-dihydrothiophene 1,1-dioxide O(C1=CC=CC=C1)C1=CC=C(COC2CS(C=C2)(=O)=O)C=C1